6,7,9,10,12,13-hexahydro-5,8,11,14-tetraoxa-benzocyclododecene C1=CC=CC2=C1OCCOCCOCCO2